(rac)-5-bromo-3-(1-phenylethoxy)pyridin-2-amine BrC=1C=C(C(=NC1)N)O[C@H](C)C1=CC=CC=C1 |r|